C(CCCCCCCCCCCCCCC)OCCCO 3-(hexadecyloxy)propanol